3-Furanol O1C=C(C=C1)O